C(C)(=O)O[C@@H](COC1=C(C=C(C=C1Cl)S(=O)(=O)C1=CC=C(C=C1)OC[C@H](CS(=O)(=O)CC)OC(C)=O)Cl)CCl (S)-1-(4-((4-((R)-2-acetoxy-3-(ethylsulfonyl)propoxy) phenyl)sulfonyl)-2,6-dichlorophenoxy)-3-chloropropan-2-yl acetate